C(C1=CC=CC=C1)OC1=NC(=CC=C1N1C(C2=CC=CC(=C2C1)NC12CC(C1)(C2)CNC(OC(C)(C)C)=O)=O)OCC2=CC=CC=C2 tert-butyl N-{[3-({2-[2,6-bis(benzyloxy)pyridin-3-yl]-1-oxo-3H-isoindol-4-yl}amino)bicyclo[1.1.1]pentan-1-yl]methyl}carbamate